(S)-5-amino-4-(5-(((1R,2R,3S)-rel-2-((tert-butoxycarbonyl)amino)-3-hydroxycyclohexyl)methyl)-1-oxoisoindolin-2-yl)-5-oxopentanoic acid tert-butyl ester C(C)(C)(C)OC(CC[C@@H](C(=O)N)N1C(C2=CC=C(C=C2C1)C[C@@H]1[C@H]([C@H](CCC1)O)NC(=O)OC(C)(C)C)=O)=O |o1:22,23,24|